O=C1N(C(C2=CC=CC=C12)=O)C1=NC2=CC=C(C=C2C=C1O[C@@H](C)C=1C=C(C=CC1N1N=CC=C1)NC(OC(C)(C)C)=O)F tert-butyl {3-[(1S)-1-{[2-(1,3-dioxo-1,3-dihydro-2H-isoindol-2-yl)-6-fluoroquinolin-3-yl]oxy}ethyl]-4-(1H-pyrazol-1-yl)phenyl}carbamate